COC(=O)C1(CCC2(C(=CC3=CC=CC=C23)CC(CO)O)CC1)NC1=CC(=CC=C1)Cl.CC1=CC=C(C=C1)S(=O)(=O)ON=C1CCCCC1 ((p-toluenesulfonyloxy)imino)cyclohexane methyl-(1r,4r)-4-(3-chloroanilino)-2'-(2,3-dihydroxypropyl)spiro[cyclohexane-1,1'-indene]-4-carboxylate